CC1=NC(=CC(=C1)O[C@H]1C[C@H](N(C1)CC1=CN=C(S1)NC(C)=O)C)C N-(5-(((2R,4S)-4-((2,6-dimethylpyridin-4-yl)oxy)-2-methylpyrrolidin-1-yl)methyl)thiazol-2-yl)acetamide